FC1=C(C=C(C=C1)NC(=O)C1=C(N(C(=C1C)C(C(=O)NCC(C)(C)O)=O)C)C=1C=NC=CC1)C N-(4-fluoro-3-methylphenyl)-5-(2-((2-hydroxy-2-methylpropyl)amino)-2-oxoacetyl)-1,4-dimethyl-2-(pyridin-3-yl)-1H-pyrrole-3-carboxamide